3-methoxy-N-(4-methoxybenzyl)-4-methylpyrido[4',3':4,5]thieno[2,3-c]pyridazin-8-amine COC1=C(C2=C(N=N1)SC1=C2C=CN=C1NCC1=CC=C(C=C1)OC)C